Cl.BrC1=CC=C(C=C1)C1=CC=C(N1C1=C(C=CC=C1)C(F)(F)F)C1=CC=C(C(=O)NCCCN(C)C)C=C1 4-[5-(4-bromophenyl)-1-[2-(trifluoromethyl)phenyl]pyrrol-2-yl]-N-[3-(dimethylamino)propyl]benzamide hydrochloride